2-(2-(3-Cyclopropylphenyl)-6-isopropyl-5,8-dioxo-5,6,7,8-tetrahydro-4H-pyrazolo[1,5-a]pyrrolo[3,4-d]pyrimidin-4-yl)-N-(5-fluoropyridin-2-yl)acetamide C1(CC1)C=1C=C(C=CC1)C1=NN2C(N(C3=C(C2=O)CN(C3=O)C(C)C)CC(=O)NC3=NC=C(C=C3)F)=C1